1-benzhydryl-4-trityl-2,5-cyclohexadiene C(C1=CC=CC=C1)(C1=CC=CC=C1)C1C=CC(C=C1)C(C1=CC=CC=C1)(C1=CC=CC=C1)C1=CC=CC=C1